NC1=C(C=C(C=N1)C=1N=C(N(C1)C12CC(C1)(C2)N2CCC(CC2)(F)F)C(C(C)C)O)OC(F)(F)F 1-(4-(6-amino-5-(trifluoromethoxy)pyridin-3-yl)-1-(3-(4,4-difluoropiperidin-1-yl)bicyclo[1.1.1]pentan-1-yl)-1H-imidazol-2-yl)-2-methylpropan-1-ol